N-(4,4-difluorocyclohexyl)-2-(3-ethyl-3,8-diazabicyclo[3.2.1]-octan-8-yl)benzo[d]-thiazole-6-sulfonamide FC1(CCC(CC1)NS(=O)(=O)C1=CC2=C(N=C(S2)N2C3CN(CC2CC3)CC)C=C1)F